N1(C=NC=C1)C1=CC=CC(=N1)C(=O)NC=1C=NC(=CC1C)C(F)(F)F 6-(1H-imidazol-1-yl)-N-(4-methyl-6-(trifluoromethyl)pyridin-3-yl)picolinamide